1,3-dioxa-2-silacyclohexane O1[SiH2]OCCC1